C[S@@](=O)CO ((R)-methylsulfinyl)methanol